C(C(C)C)N(C=1SC=C(N1)C(=O)OCC)C1=C(C=CC(=C1)N1N=NC(=C1)CNS(=O)(=O)C)C Ethyl 2-(isobutyl(2-methyl-5-(4-(methylsulfonamidomethyl)-1H-1,2,3-triazol-1-yl)phenyl)amino)thiazole-4-carboxylate